ClC1=C(C=C(C(=C1)OC)Cl)C12CNCC(CC1)N2C(=O)N (2,5-dichloro-4-methoxyphenyl)-3,8-diazabicyclo[3.2.1]octane-8-carboxamide